CC1=CC=C(CC2=NC=CC=C2)C=C1 (4-methylbenzyl)-pyridine